3-Butyl-8-hydroxy-3-methyl-7-(methylthio)-5-phenyl-2,3,4,5-tetrahydro-1,5-benzothiazepine 1,1-dioxide C(CCC)C1(CS(C2=C(N(C1)C1=CC=CC=C1)C=C(C(=C2)O)SC)(=O)=O)C